C(C1=CC=CC=C1)OC1=CC=C2C(=CC=NC2=C1)OCC(=O)NNC=1N=NC(=NN1)N1CCOCC1 2-((7-(benzyloxy)quinoline-4-yl)oxy)-N'-(6-Morpholinyl-1,2,4,5-tetrazin-3-yl)acetohydrazide